FC1=C(C=CC(=C1N1N=C(C=2C1=NC=CC2)C2=CC=C(C=C2)C(F)(F)F)F)NC(C(=C)F)=O N-(2,4-difluoro-3-(3-(4-(trifluoromethyl)phenyl)-1H-pyrazolo[3,4-b]pyridin-1-yl)phenyl)-2-fluoroacrylamide